Pentaerythritol tetrakis[3-(3,5-di-tertbutyl-4-hydroxyphenyl)propionate] C(C)(C)(C)C=1C=C(C=C(C1O)C(C)(C)C)CCC(=O)OCC(COC(CCC1=CC(=C(C(=C1)C(C)(C)C)O)C(C)(C)C)=O)(COC(CCC1=CC(=C(C(=C1)C(C)(C)C)O)C(C)(C)C)=O)COC(CCC1=CC(=C(C(=C1)C(C)(C)C)O)C(C)(C)C)=O